(dimethylfluorenyl)[(phenyl)(terphenylyl)triazinylphenyl]dibenzofuran CC=1C(=C(C=2CC3=CC=CC=C3C2C1)C1=C(C2=C(OC3=C2C=CC=C3)C=C1)C1=C(C(=C(C=C1)C1=CC=CC=C1)C1=C(C=CC=C1)C=1C(=CC=CC1)C1=CC=CC=C1)C1=NN=NC=C1)C